C(=CCCCCCCCCCC)O[C@H](C(=O)OC)C methyl (S)-2-(dodec-1-en-1-yloxy)propanoate